C1(CC1)N1CCS(C2=C(C1=O)SC(=C2)C2=NC(=NC=C2C(F)(F)F)NC2=C(C=C(C=C2)N2C[C@H](NCC2)C)C2CC2)(=O)=O (R)-4-cyclopropyl-7-(2-((2-cyclopropyl-4-(3-methylpiperazin-1-yl)phenyl)amino)-5-(trifluoromethyl)pyrimidin-4-yl)-3,4-dihydrothieno[2,3-f][1,4]thiazepin-5(2H)-one 1,1-dioxide